O1C(OCC1)C1=C(C=CC=C1OCC1=CC=C(C=C1)OC)CCC=1C=C(N(N1)C)C(=O)[O-] 5-{2-[2-(1,3-dioxolan-2-yl)-3-[(4-methoxyphenyl)methoxy]phenyl]ethyl}-2-methylpyrazole-3-carboxylate